isobutyl-di(oct-7-en-1-yl)aluminum C(C(C)C)[Al](CCCCCCC=C)CCCCCCC=C